(9R,13S)-13-{4-[5-chloro-2-(1H-imidazol-1-yl)phenyl]-6-oxo-1,6-dihydropyrimidin-1-yl}-3,9-dimethyl-3,4,7,15-tetraazatricyclo[12.3.1.02,6]Octadec-1(18),2(6),4,14,16-pentaen-8-one ClC=1C=CC(=C(C1)C=1N=CN(C(C1)=O)[C@H]1CCC[C@H](C(NC=2C=NN(C2C=2C=CN=C1C2)C)=O)C)N2C=NC=C2